2-(2-(2-(2-azidoethoxy)ethoxy)ethyl)-2-(3-(hydroxymethyl)-5-methoxy-2-methyl-4,7-dioxo-4,7-dihydro-1H-indol-1-yl)acetamide N(=[N+]=[N-])CCOCCOCCC(C(=O)N)N1C(=C(C=2C(C(=CC(C12)=O)OC)=O)CO)C